C(C1=CC=CC=C1)S(=O)(=O)N1C=CC2=NC(=CN=C12)Br N-toluenesulfonyl-5-bromo-4,7-diazaindole